C(C)OCCCC1=CC=C(C=C1)NC1CCC(CC1)NC([O-])=O ((1s,4s)-4-((4-(3-ethoxypropyl)phenyl)amino)cyclohexyl)carbamate